2-Chloro-5-{[(2,2-dimethylpropanoyl)amino]methyl}-N-[1-(5-methylpyridin-3-yl)-1H-indazol-4-yl]benzamide hydrochloride Cl.ClC1=C(C(=O)NC2=C3C=NN(C3=CC=C2)C=2C=NC=C(C2)C)C=C(C=C1)CNC(C(C)(C)C)=O